BrC1=C([C@H]2[C@@H]3C[C@@H]3[C@@H]1O2)C(=O)NC2=CC(=C(C=C2)Cl)Cl (1S,2S,4R,5R)-7-bromo-N-(3,4-dichlorophenyl)-8-oxatricyclo[3.2.1.02,4]oct-6-ene-6-carboxamide